ClC1=C(C=C(C=C1)N1C(CCCC12CCNCC2)=O)F 1-(4-chloro-3-fluorophenyl)-1,9-diazaspiro[5.5]Undecan-2-one